FC=1C=CC2=C(C1)C(OC1=NC(=NC=C12)O)C(C)C 8-fluoro-6-isopropyl-6H-isochromeno[3,4-d]pyrimidin-3-ol